(3R,4S)-ethyl 3,4-dihydroxy-2,2-dimethyl-3,4-dihydro-2H-pyrano[2,3-b]pyridine-6-carboxylate O[C@@H]1[C@H](C=2C(=NC=C(C2)C(=O)OCC)OC1(C)C)O